2,6-di-tert-butyl-4-(1,2,2,6,6-pentamethyl-piperidin-4-ylmethyl)-phenol C(C)(C)(C)C1=C(C(=CC(=C1)CC1CC(N(C(C1)(C)C)C)(C)C)C(C)(C)C)O